C[Si](C)(C)C[Sb-2](C[Si](C)(C)C)(C[Si](C)(C)C)(Cl)Cl tris[(trimethylsilyl)methyl]antimony (III) dichloride